3-fluoro-6-(2-fluoropropan-2-yl)pyridin FC=1C=NC(=CC1)C(C)(C)F